4-[5-[(3,4-difluorophenyl)methylcarbamoyl]-2-thienyl]-6-[(4-fluorophenyl)methoxy]-2-isobutyl-5-(5-methyl-1,3,4-oxadiazol-2-yl)pyridine-3-carboxamide FC=1C=C(C=CC1F)CNC(=O)C1=CC=C(S1)C1=C(C(=NC(=C1C=1OC(=NN1)C)OCC1=CC=C(C=C1)F)CC(C)C)C(=O)N